[(6-Bromohexyl)oxy](tert-butyl)diphenylsilane BrCCCCCCO[Si](C1=CC=CC=C1)(C1=CC=CC=C1)C(C)(C)C